C(C1=CC=CC=C1)(=O)NN=CC1=CC=C(C=C1)C#N 4-Cyanobenzaldehyde benzoyl hydrazone